pyridine bis(trifluoromethanesulfonyl)imide salt [N-](S(=O)(=O)C(F)(F)F)S(=O)(=O)C(F)(F)F.N1=CC=CC=C1